C(C)(C)(C)OC12CC(C1)(C2)C[C@@H](C(=O)O)NC(=O)OCC2C1=CC=CC=C1C=1C=CC=CC21 (2S)-3-[3-(tert-butoxy)bicyclo[1.1.1]pentan-1-yl]-2-[[(9H-fluoren-9-ylmethoxy)carbonyl]amino]propanoic acid